di-undecyl adipate C(CCCCC(=O)OCCCCCCCCCCC)(=O)OCCCCCCCCCCC